C1(=CC=CC=C1)NC(=O)N1C=NC=C1 N-phenyl-1H-imidazole-1-carboxamide